4-(4-((4-(tert-butoxycarbonyl)piperazin-1-yl)methyl)phenylamino)-2-chloro-6-methylpyrimidine-5-carboxylic acid ethyl ester C(C)OC(=O)C=1C(=NC(=NC1C)Cl)NC1=CC=C(C=C1)CN1CCN(CC1)C(=O)OC(C)(C)C